1-(tert-butyl) 3-methyl 2-(6-chloro-2-(difluoromethyl)pyrimidin-4-yl)malonate ClC1=CC(=NC(=N1)C(F)F)C(C(=O)OC(C)(C)C)C(=O)OC